C(C)(C)(C)OC(=O)N1CCNCC1.BrC=1C=C(C=CC1C(=O)OC)N1CCN(CC1)C(=O)OC(C)(C)C tert-Butyl 4-(3-bromo-4-(methoxycarbonyl)phenyl)piperazine-1-carboxylate tert-Butyl-piperazine-1-carboxylate